N-(4-chlorophenyl)-N-PHENYLNAPHTHALEN-2-amine ClC1=CC=C(C=C1)N(C1=CC2=CC=CC=C2C=C1)C1=CC=CC=C1